1-(pyrrol-3-yl)-3,4-dihydropyrimido[4,5-d]Pyrimidin-2(1H)-one N1C=C(C=C1)N1C(NCC=2C1=NC=NC2)=O